CC1=NC(=CC(=N1)OC1=CC=C(C=C1)C(F)(F)F)[Sn](C)(C)C 2-methyl-4-[4-(trifluoromethyl)phenoxy]-6-(trimethylstannyl)-pyrimidine